trimethyl-aluminum phosphonate P(O)(O)=O.C[Al](C)C